C(C=C)(=O)N1[C@H](CN(CC1)C=1C2=C(N=C(N1)OC[C@H]1N(CCCC1)C)CN(CC2)C2=CC=CC1=CC=CC=C21)CC#N 2-((S)-1-acryloyl-4-(2-(((S)-1-methylpiperidin-2-yl)methoxy)-7-(naphthalen-1-yl)-5,6,7,8-tetrahydropyrido[3,4-d]pyrimidin-4-yl)piperazin-2-yl)acetonitrile